CS(=O)(=O)C1=CC=C(C=C1)C=1C=C2C(=NC1)NN=C2C(=O)O 5-(4-methanesulfonylphenyl)-1H-pyrazolo[3,4-b]pyridine-3-carboxylic acid